Methyl 3-[[4-chloro-6-(2-isobutyl-6-methyl-phenyl)-5-methyl-pyrimidin-2-yl]sulfamoyl]benzoate ClC1=NC(=NC(=C1C)C1=C(C=CC=C1C)CC(C)C)NS(=O)(=O)C=1C=C(C(=O)OC)C=CC1